(R)-3-hydroxydecanoyl-D-3-guanidinoalanine O[C@@H](CC(=O)N[C@H](CNC(=N)N)C(=O)O)CCCCCCC